COC([C@@H](NC(C1=NC=C(C=C1)NC(=O)C1[N@@](C1)C(C1=CC=CC=C1)(C1=CC=CC=C1)C1=CC=CC=C1)=O)C(C)C)=O (E)-N-(5-((R)-1-trityl-aziridine-2-carboxamido)picolinoyl)-L-valine methyl ester